N[C@@]1(CN(CC1)C1=C(C=NC(=C1C1=CC(=CC(=C1)F)F)C#N)C(=O)NCC=1N(C=CN1)C)C 4-[(3S)-3-amino-3-methylpyrrolidin-1-yl]-6-cyano-5-(3,5-difluorophenyl)-N-[(1-methyl-1H-imidazol-2-yl)methyl]pyridine-3-carboxamide